C1(=CC=CC=C1)OC(C(C)[Si](OCC)(OCC)OCC)=O.ClC1=NC(=NC(=C1)OCCOC)SC 4-chloro-6-(2-methoxyethoxy)-2-(methylthio)pyrimidine phenyl-α-triethoxysilylpropionate